3-sulfamoyl-4-[5-(trifluoromethyl)-1,3,4-oxadiazol-2-yl]Phenyl-acetamide S(N)(=O)(=O)C=1C=C(C=CC1C=1OC(=NN1)C(F)(F)F)CC(=O)N